ClC(C1=NC(=NC(=N1)C(Cl)(Cl)Cl)C1=CC=C(C=C1)OC)(Cl)Cl 2,4-bis(trichloromethyl)-6-(4-methoxy-phenyl)-s-triazine